(8-amino-9-methylthieno[3,2-e][1,2,4]triazolo[4,3-b]pyridazin-7-yl)(3-phenylpyrrolidin-1-yl)methanone NC1=C(SC=2C1=C(C=1N(N2)C=NN1)C)C(=O)N1CC(CC1)C1=CC=CC=C1